2,2'-bisbromomethylenebiphenyl BrC=C1C(C=CC=C1)=C1C(C=CC=C1)=CBr